ClC=1C=C(C=2N(N1)C=CN2)[C@@H]2[C@H](C2)C=2C=NC(=CC2)Cl 6-chloro-8-((1S,2S)-2-(6-chloropyridin-3-yl)cyclopropyl)imidazo[1,2-b]pyridazine